rac-(3aR,12bR)-8-fluoro-10-methoxy-11-(3-methoxypropoxy)-3,3-dimethyl-7-oxo-3,3a,7,12b-tetrahydro-2H-furo[3,2-c]pyrido[2,1-a]isoquinoline-6-carboxylic acid ethyl ester C(C)OC(=O)C=1C(C(=C2N([C@H]3[C@@H](C=4C=C(C(=CC24)OC)OCCCOC)OCC3(C)C)C1)F)=O |r|